1-(triethoxysilylpropyl)-3-methylimidazole chloride [Cl-].C(C)O[Si](OCC)(OCC)CCCN1CN(C=C1)C